ClC=1N=C(C2=C(N1)CCC2(C)C)Cl 2,4-dichloro-5,5-dimethyl-6H,7H-cyclopenta[d]pyrimidine